7-{4-[bis-(2-hydroxy-ethyl)-amino]-butoxy}-5-hydroxy-8-methoxy-2-phenyl-benzopyran-4-one OCCN(CCCCOC1=C(C2=C(C(C=C(O2)C2=CC=CC=C2)=O)C(=C1)O)OC)CCO